NC=1N=NC(=CC1N1C[C@H]2CCC(C1)N2C2=CC(=NC=C2)OC2CC(C2)OC2CCN(CC2)C(=O)OC(C)(C)C)C2=C(C=CC=C2)OCOC tert-butyl 4-((1r,3r)-3-((4-(3-(3-amino-6-(2-(methoxymethoxy)phenyl)pyridazin-4-yl)-3,8-diazabicyclo[3.2.1]octan-8-yl)pyridin-2-yl)oxy)cyclobutoxy)piperidine-1-carboxylate